1,2-di((4-bromophenyl)chloromethylene)hydrazine BrC1=CC=C(C=C1)C(=NN=C(Cl)C1=CC=C(C=C1)Br)Cl